COC1=C(C=C(C=C1)C)N1N=NC(=C1C)C(=O)O 1-(2-methoxy-5-methylphenyl)-5-methyl-1H-1,2,3-triazole-4-carboxylic acid